COC1=NC(=C(C(=N1)C)N)C 2-methoxy-4,6-dimethylpyrimidin-5-amine